tetra-iodothyronine IC([C@](N(I)I)(C(=O)O)I)C1=CC=C(C=C1)OC1=CC=C(C=C1)O